4-chloro-1-(benzenesulfonyl)-1H-pyrazolo[3,4-b]Pyridine ClC1=C2C(=NC=C1)N(N=C2)S(=O)(=O)C2=CC=CC=C2